FC(S(=O)(=O)OC1=CCC2(C(N(CC(N2C)=C=O)[C@@H](C)C=2C=NC(=CC2)N2N=CC(=C2)F)=C=O)CC1)(F)F 4-((S)-1-(6-(4-fluoro-1H-pyrazol-1-yl) pyridin-3-yl) ethyl)-1-methyl-2,5-dicarbonyl-1,4-diazaspiro[5.5]undec-8-en-9-yl trifluoromethanesulfonate